C1(CC1)C=1C(N(C=C(C1)C=1C=NN(C1)C(C)C1=CC=CC=C1)C)=O 3-Cyclopropyl-1-methyl-5-[1-(1-phenyl-ethyl)-1H-pyrazol-4-yl]-1H-pyridin-2-one